ClC1=C(C=C(CNC(N(C2CC2)[C@H]2CN(CCC2)C(=O)C2CC2)=O)C=C1)C (R)-3-(4-chloro-3-methylbenzyl)-1-(1-(cyclopropanecarbonyl)piperidin-3-yl)-1-cyclopropylurea